bis(5-amino-2-pyridinyl)-N,N'-dimethyl-1,4-phenylenediamine NC=1C=CC(=NC1)N(C1=CC=C(C=C1)N(C)C1=NC=C(C=C1)N)C